C(C)(C)C1=C(C(=NN1)O[C@@H]1O[C@@H]([C@H]([C@@H]([C@H]1O)O)O)CO)CC1=C(C=C(OCCCNCC(C(=O)N)(C)C)C=C1)C ((3-(4-((5-isopropyl-3-(((2S,3R,4S,5S,6R)-3,4,5-trihydroxy-6-(hydroxymethyl)tetrahydro-2H-pyran-2-yl)oxy)-1H-pyrazol-4-yl)methyl)-3-methylphenoxy)propyl)amino)-2,2-dimethylpropanamide